4-morpholino-6-(4-pyridyl)-N-[5-[3-(trifluoromethoxy)phenyl]-1H-pyrazol-3-yl]furo[3,2-d]pyrimidin-2-amine O1CCN(CC1)C=1C2=C(N=C(N1)NC1=NNC(=C1)C1=CC(=CC=C1)OC(F)(F)F)C=C(O2)C2=CC=NC=C2